(R)-3-amino-1-(2-((6-amino-9H-purin-9-yl)methyl)-3-ethyl-5-(pyridin-2-yl)phenyl)-N-cyclopropylpyrrolidine-3-carboxamide N[C@]1(CN(CC1)C1=C(C(=CC(=C1)C1=NC=CC=C1)CC)CN1C2=NC=NC(=C2N=C1)N)C(=O)NC1CC1